N-(3-(4-chlorophenoxy)propyl)-6-methyl-2-(methylthio)thieno[2,3-d]pyrimidin-4-amine ClC1=CC=C(OCCCNC=2C3=C(N=C(N2)SC)SC(=C3)C)C=C1